C1=NC=CC2=C1[C@H](OC1=C(O2)C=CC=C1)CNC |o1:6| (S*)-1-(11H-benzo[2,3][1,4]dioxepino[6,5-c]pyridin-11-yl)-N-methylmethanamine